(S)-8-(3-(morpholinosulfonyl)phenyl)-N-(7-(pyrrolidin-1-yl)-6,7,8,9-tetrahydro-5H-benzo[7]annulen-2-yl)quinazolin-2-amine O1CCN(CC1)S(=O)(=O)C=1C=C(C=CC1)C=1C=CC=C2C=NC(=NC12)NC=1C=CC2=C(CC[C@H](CC2)N2CCCC2)C1